2-(5-amino-2-(furan-2-yl)-7H-pyrazolo[4,3-e][1,2,4]triazolo[1,5-c]pyrimidin-7-yl)-N-((3-hydroxyoxetan-3-yl)methyl)-2-(3-methoxyphenyl)propanamide NC1=NC2=C(C=3N1N=C(N3)C=3OC=CC3)C=NN2C(C(=O)NCC2(COC2)O)(C)C2=CC(=CC=C2)OC